C(CCC)OCOCCCC(CC(CC(CC(CC(CC(C)Cl)C)C)C)C)C 14-chloro-4,6,8,10,12-pentamethylpentadecyl butyloxymethyl ether